[Si](C)(C)(C(C)(C)C)OCCS(=O)(=O)CC(CCC[C@](C(=O)OCC1=CC=CC=C1)(C)C1=CC(=CC=C1)[C@H](CO)O)(C)C Benzyl (R)-7-((2-((tert-butyldimethylsilyl)oxy)ethyl)sulfonyl)-2-(3-((R)-1,2-dihydroxyethyl)phenyl)-2,6,6-trimethylheptanoate